ClC1=C(C(=O)[O-])C=C(C(=N1)Cl)C 2,6-dichloro-5-methylnicotinate